C(#N)N1CC2(CC1)C(NC1=C(O2)N=C(C=C1)C(=O)NC1=CC=CC=C1)=O 1'-cyano-2-oxo-N-phenyl-1,2-dihydrospiro[pyrido[2,3-b][1,4]oxazine-3,3'-pyrrolidine]-6-carboxamide